Platinum-Diselenid [Pt](=[Se])=[Se]